1-(2-hydroxyethyl)-2-(hydroxymethyl)piperidine-3,4,5-triol OCCN1C(C(C(C(C1)O)O)O)CO